methyl 2-(4-(4-(6-chloro-2-(diaminomethyleneamino) quinazolin-4-yl)phenyl)piperazin-1-yl)acetate ClC=1C=C2C(=NC(=NC2=CC1)N=C(N)N)C1=CC=C(C=C1)N1CCN(CC1)CC(=O)OC